C(CCCCCCC)OC(CCC(=O)[O-])OCCCCCCCC 4,4-bis(octyloxy)butanoate